6-(4-((2s,6R)-4-acryloyl-6-((methylamino)methyl)morpholin-2-yl)-6-chloropyridin-2-yl)-N-methylpyrimidine-4-carboxamide C(C=C)(=O)N1C[C@@H](O[C@@H](C1)CNC)C1=CC(=NC(=C1)Cl)C1=CC(=NC=N1)C(=O)NC